5,6'-dimethyl-6-(4-methylbenzyl)-3',4',5',6'-tetrahydro-3H-spiro[isobenzofuran-1,2'-pyran]-3',4',5'-triol CC=1C=C2COC3(OC(C(C(C3O)O)O)C)C2=CC1CC1=CC=C(C=C1)C